3-fluoro-[1,1'-biphenyl]-4-carbonitrile FC=1C=C(C=CC1C#N)C1=CC=CC=C1